2'-O-methylinosine-3'-phosphorodithioate P(O)(=S)(S)O[C@H]1[C@H]([C@@H](O[C@@H]1CO)N1C=NC=2C(O)=NC=NC12)OC